1,3-bis(4-iodobenzyl)-2-methylindene IC1=CC=C(CC2C(=C(C3=CC=CC=C23)CC2=CC=C(C=C2)I)C)C=C1